CC=1N(C(=CN1)N)COCC[Si](C)(C)C 2-methyl-1-((2-(trimethylsilyl)ethoxy)methyl)-1H-imidazol-5-amine